4,5-dihydro-1H-imidazo[4,5-H]Quinazoline N1C=NC=2CCC=3C=NC=NC3C21